1-((1R,2R)-6,7-difluoro-2-hydroxy-4,4-dimethyl-1,2,3,4-tetrahydronaphthalen-1-yl)-3-(5-methyl-6-(2-methylpyrimidin-5-yl)-2-(tetrahydro-2H-pyran-4-yl)pyridin-3-yl)urea FC=1C=C2C(C[C@H]([C@@H](C2=CC1F)NC(=O)NC=1C(=NC(=C(C1)C)C=1C=NC(=NC1)C)C1CCOCC1)O)(C)C